NCC1=NN(C2=NC=CC(=C21)C2CC(C2)O)C2=CC=C(C=C2)OC(F)(F)F 3-(3-(aminomethyl)-1-(4-(trifluoromethoxy)phenyl)-1H-pyrazolo[3,4-b]pyridin-4-yl)cyclobutanol